C(CCC)C=1NC2=C(C=NC=3C=C(C=CC23)C(=O)[O-])N1 2-butyl-1H-imidazo[4,5-c]quinoline-7-carboxylate